dicyclopentane isocyanate [N-]=C=O.C1CCCC1.C1CCCC1